N-(2-(((3-(Piperidin-1-yl)propyl)amino)methyl)quinolin-8-yl)-4-(trifluoromethyl)benzenesulfonamide di-trifluoroacetate FC(C(=O)O)(F)F.FC(C(=O)O)(F)F.N1(CCCCC1)CCCNCC1=NC2=C(C=CC=C2C=C1)NS(=O)(=O)C1=CC=C(C=C1)C(F)(F)F